C(C)OC(=O)C1=C(C2=C(CC(C3=CN(N=C23)C[C@@H]2OCCOC2)C)O1)C(F)(F)F 2-{[(2S)-1,4-dioxan-2-yl]methyl}-4-methyl-8-(trifluoromethyl)-4,5-dihydro-2H-furo[2,3-g]indazole-7-carboxylic acid ethyl ester